8-Iodo-2-(methylsulfanyl)pyrido[4,3-d]pyrimidin-5-amine IC1=CN=C(C2=C1N=C(N=C2)SC)N